COC1=CC=C(C=C1)CNC(=O)NC1=CC=C(C=C1)CC(=O)N1C(CCC1)C {[(4-methoxyphenyl)methyl]amino}-N-{4-[2-(2-methylpyrrolidinyl)-2-oxoethyl]phenyl}carboxamide